(R)-2-(3,4-dimethoxyphenyl)-3-methyl-5-(1-(pyrrolidin-2-ylmethyl)piperidin-4-yl)-1H-indole COC=1C=C(C=CC1OC)C=1NC2=CC=C(C=C2C1C)C1CCN(CC1)C[C@@H]1NCCC1